BrC1=C(C=C(C(=C1)OC(F)F)I)Cl 1-bromo-2-chloro-5-(difluoromethoxy)-4-iodobenzene